C(C)(C)(C)OC(=O)N1C(C(C(C1)C1=C(C(=CC=C1OCOCC[Si](C)(C)C)Cl)Cl)F)=O rac-4-(2,3-dichloro-6-((2-(trimethylsilyl)ethoxy)methoxy)phenyl)-3-fluoro-2-oxopyrrolidine-1-carboxylic acid tert-butyl ester